6-(2-bromoacetyl)-N,N-dimethyl-nicotinamide BrCC(=O)C1=NC=C(C(=O)N(C)C)C=C1